(Z)-2-(5-methoxy-2-methyl-1-(3-(phenoxymethyl)benzylidene)-1H-inden-3-yl)-acetic acid COC=1C=C2C(=C(/C(/C2=CC1)=C/C1=CC(=CC=C1)COC1=CC=CC=C1)C)CC(=O)O